ClC=1C=CC(N(C1)C(CNS(=O)(=O)C)CO[C@@H]1CC[C@@H](CC1)C1=CC=CC=C1)=O N-[2-(5-chloro-2-oxo-1,2-dihydropyridin-1-yl)-3-{[(CIS)-4-phenylcyclohexyl]oxy}propyl]methane-sulfonamide